CN1CCC[C@@H]2[C@H]1CCN1C2=NC2=C(C=CC=C2C1=O)C |r| (±)-(4aR,13bR)-4,12-dimethyl-1,2,3,4,4a,5,6,13b-octahydro-8H-[1,6]naphthyridino[5,6-b]quinazolin-8-one